2-[[N-hydroxy(phenyl)carbamoyl]methyl]pentanedioic acid ON(C(=O)CC(C(=O)O)CCC(=O)O)C1=CC=CC=C1